N=1C=NN2C1C=C(C=C2)OC2=C(C=C(C=C2)NC=2C1=C(N=CN2)C=CC(=N1)N1C[C@@H](N([C@@H](C1)C)C(C=C)=O)C)C 1-(cis-4-(4-((4-([1,2,4]triazolo[1,5-a]pyridin-7-yloxy)-3-methylphenyl)amino)pyrido[3,2-d]pyrimidin-6-yl)-2,6-dimethylpiperazin-1-yl)prop-2-en-1-one